4-((2R,3S,4S,5R)-3-(3,4-difluoro-2-(3-hydroxy-2-(methoxymethyl)propoxy)phenyl)-4,5-dimethyl-5-(trifluoromethyl)tetrahydrofuran-2-carboxamido)picolinamide FC=1C(=C(C=CC1F)[C@H]1[C@@H](O[C@]([C@H]1C)(C(F)(F)F)C)C(=O)NC1=CC(=NC=C1)C(=O)N)OCC(CO)COC